5-(3-hydroxyprop-1-yn-1-yl)-2-methoxybenzoic acid OCC#CC=1C=CC(=C(C(=O)O)C1)OC